4-((8-(trifluoromethyl)quinolin-4-yl)amino)piperidine-1-carboxylic acid tert-butyl ester C(C)(C)(C)OC(=O)N1CCC(CC1)NC1=CC=NC2=C(C=CC=C12)C(F)(F)F